O=C(CC1=NSC(=N1)NC(=O)C1=CSC(=C1)C1=CC(=CC=C1)C(F)(F)F)C N-(3-(2-oxopropyl)-1,2,4-thiadiazol-5-yl)-5-(3-(trifluoromethyl)phenyl)thiophene-3-carboxamide